methyl 6-[5-[1-benzyloxy-5-(1,3-dioxolan-2-yl)-1-(trifluoromethyl)pentyl]-1,3,4-oxadiazol-2-yl]-5-(tert-butoxycarbonylamino)-3-(trifluoromethyl)pyridine-2-carboxylate C(C1=CC=CC=C1)OC(CCCCC1OCCO1)(C(F)(F)F)C1=NN=C(O1)C1=C(C=C(C(=N1)C(=O)OC)C(F)(F)F)NC(=O)OC(C)(C)C